FC1=CC(=CC(=N1)N1C(C2=C(N=C(N=C2)C=2N(C=CN2)C)CC1)C)OC 6-(6-fluoro-4-methoxy-2-pyridyl)-5-methyl-2-(1-methylimidazol-2-yl)-7,8-dihydro-5H-pyrido[4,3-d]pyrimidine